C1(=CC=CC=C1)S(=O)(=O)O.C(CC)(=O)O propanoic acid benzenesulfonate